COC=1C=C(C=CC1OC)/C=C/C(=O)OC1COCC1OC(C=CC1=CC(=C(C=C1)OC)OC)=O tetrahydrofuran-3,4-diyl (2E,2'E)-bis(3-(3,4-dimethoxyphenyl) acrylate)